3-((methylsulfonyl)oxy)cyclohexane-1-carboxylic acid methyl ester COC(=O)C1CC(CCC1)OS(=O)(=O)C